trimethyl-(2-prop-2-enoyloxyethyl)azanium chloride [Cl-].C[N+](CCOC(C=C)=O)(C)C